(3R,4R)-4-(4-bromophenyl)-3-(methoxycarbonyl)-3-methylpentanoic acid BrC1=CC=C(C=C1)[C@H]([C@](CC(=O)O)(C)C(=O)OC)C